O[C@H]1[C@@](COC1)(C)N1CCN(CC1)C=1C=C2C=C(N=CC2=CC1C=C)NC(=O)[C@@H]1CC12CCOCC2 (R)-N-(6-(4-(4-(3S,4S)-hydroxy-3-methyltetrahydrofuran-3-yl)piperazin-1-yl)-7-vinylisoquinolin-3-yl)-6-oxaspiro[2.5]octane-1-carboxamide